FC1=C(C=CC(=C1)C)C=1N(C(=C(C1C(=O)N)Br)C1=C2C(=NC=C1)NC=C2)COCC[Si](C)(C)C 2-(2-fluoro-4-methylphenyl)-4-bromo-5-(1H-pyrrolo[2,3-b]pyridin-4-yl)-1-{[2-(trimethylsilyl)ethoxy]methyl}-1H-pyrrole-3-carboxamide